1-[(6-azaspiro[3.4]octan-2-yl)methyl]-4-[5-(1-ethyl-3-methyl-1H-pyrazol-5-yl)-4H-1,2,4-triazol-3-yl]-1H-indazole-6-carboxamide C1C(CC12CNCC2)CN2N=CC1=C(C=C(C=C21)C(=O)N)C2=NN=C(N2)C2=CC(=NN2CC)C